3-{2-[4-(1,3-benzothiazol-2-yl)piperidin-1-yl]-2-oxoethyl}-5-methyl-5-(naphthalen-2-yl)imidazolidine-2,4-dione S1C(=NC2=C1C=CC=C2)C2CCN(CC2)C(CN2C(NC(C2=O)(C2=CC1=CC=CC=C1C=C2)C)=O)=O